(S)-2-((3R,5R)-3,5-dimethylpiperazin-1-yl)-N-(3-(2-((2-fluoro-3-(methyl-sulfonyl)phenyl)amino)-5-methylpyrimidin-4-yl)-1H-indol-7-yl)-3-methoxypropanamide C[C@@H]1CN(C[C@H](N1)C)[C@H](C(=O)NC=1C=CC=C2C(=CNC12)C1=NC(=NC=C1C)NC1=C(C(=CC=C1)S(=O)(=O)C)F)COC